N[C@@H](CC(=O)O)C(=O)N[C@@H](CO)C(=O)O aspartyl-L-serine